CC1(C(C(C1OC=1C=CC=2N(N1)C(=NN2)C2=C(C=CC=C2)C(F)(F)F)(C)C)=NC(C2=CC=CC=C2)=O)C N-((1r,3r)-2,2,4,4-tetramethyl-3-((3-(trifluoromethylphenyl)-[1,2,4]triazolo[4,3-b]pyridazin-6-yl)oxy)cyclobutylyl)benzamide